chromium-molybdenum-vanadium [V].[Mo].[Cr]